ClC1=CC(=C(C=C1)C1(OC2=C(O1)C=CC=C2C2CCN(CC2)CC2=NC1=C(N2CC2=CN=CN2CC)C=C(C=C1)C(=O)O)C)F 2-({4-[2-(4-chloro-2-fluorophenyl)-2-methyl-1,3-benzodioxol-4-yl]piperidin-1-yl}methyl)-1-[(1-ethyl-1H-imidazol-5-yl)methyl]-1H-benzimidazole-6-carboxylic acid